3-((benzyloxy)methyl)aniline C(C1=CC=CC=C1)OCC=1C=C(N)C=CC1